[Si](C)(C)(C(C)(C)C)OCCC1=NN(C=C1)C1N2C(N(C(C=C1)C2)O)=O 3-[2-[tert-butyl(dimethyl)silyl]oxyethyl]pyrazol-1-yl-6-hydroxy-1,6-diazabicyclo[3.2.1]oct-3-en-7-one